CC1C(CCC(=C1)C)C=O 2,4-dimethyl-3-cyclohexen-1-carbaldehyde